COC1=C(C=C(C(=C1)C(F)(F)F)OC)C1CNCCN1 3-(2,5-dimethoxy-4-(trifluoromethyl)phenyl)piperazine